FC(C(=C(F)F)F)(F)F hexafluOropropylene